BrCC1=C(C=CC(=C1)OC)OCC 2-(bromomethyl)-1-ethoxy-4-methoxybenzene